1-(cyclobutylamino)-4-(2-fluoropyridin-3-yl)-6-(trifluoromethyl)-3H-pyrido[1,2-c]pyrimidine C1(CCC1)NC1=NCC(=C2N1C=CC(=C2)C(F)(F)F)C=2C(=NC=CC2)F